3-chloro-N-(3-chloro-2,6-dinitro-4-(trifluoromethyl)phenyl)-5-(trifluoromethyl)pyridine-2-amine ClC=1C(=NC=C(C1)C(F)(F)F)NC1=C(C(=C(C=C1[N+](=O)[O-])C(F)(F)F)Cl)[N+](=O)[O-]